4-((1R,5S)-3,8-diazabicyclo[3.2.1]octan-3-yl)-6-chloro-8-fluoro-7-(5-methoxy-1H-indol-3-yl)-2-(((S)-1-methylpyrrolidin-2-yl)methoxy)quinazoline [C@H]12CN(C[C@H](CC1)N2)C2=NC(=NC1=C(C(=C(C=C21)Cl)C2=CNC1=CC=C(C=C21)OC)F)OC[C@H]2N(CCC2)C